CC1(CCN(CC1)C1=CC=C(C=C1)N1N=CC=2C1=NC(=C(C2)F)O)C 1-(4-(4,4-Dimethylpiperidin-1-yl)phenyl)-5-fluoro-1H-pyrazolo[3,4-b]pyridin-6-ol